5,6-dihydroxydecanediol OC(CCCC(O)O)C(CCCC)O